ClC1=NC=2N(C(=C1)NC1=NC(=CC(=C1)N)NC1=CC=CC=C1)N=CC2 N2-(5-Chloropyrazolo[1,5-a]pyrimidin-7-yl)-N6-phenylpyridine-2,4,6-triamine